OC1C(OC2=C1C=CC=C2)=O 3-hydroxy-2(3H)-benzofuranone